C1(=CC=CC=C1)P(C1=CC=CC=C1)N(C1CCC(CC1)C(C)C)P(C1=CC=CC=C1)C1=CC=CC=C1 1-bis(diphenylphosphino)amino-4-iso-propylcyclohexane